N-methyl-6-(1-methyl-2-oxo-1,2-dihydropyridine-4-yl)-3,4-dihydroisoquinoline-2(1H)-carboxamide CNC(=O)N1CC2=CC=C(C=C2CC1)C1=CC(N(C=C1)C)=O